[C@H]12COC[C@H](CN(C1)C1=NC(=NC3=C(C(=CC=C13)C1=CC(=CC3=CC=C(C(=C13)CC)F)O)F)OC[C@]13CCCN3C[C@@H](C1)F)N2 4-(4-((1R,5S)-3-oxa-7,9-diazabicyclo[3.3.1]nonan-7-yl)-8-fluoro-2-(((2R,7aS)-2-fluorotetrahydro-1H-pyrrolizin-7a(5H)-yl)methoxy)quinazolin-7-yl)-5-ethyl-6-fluoronaphthalen-2-ol